OCCOCCN1C(C(=CC2=C1N=C(N=C2)SC)N2CCN(C1=C(C=CC=C21)C)C(=O)OCC2=CC=CC=C2)=O benzyl 4-[8-[2-(2-hydroxyethoxy)ethyl]-2-methylsulfanyl-7-oxo-pyrido[2,3-d]pyrimidin-6-yl]-8-methyl-2,3-dihydroquinoxaline-1-carboxylate